C(CCCCCCC)[Sn](Cl)(Cl)Cl octyltin trichloride